ClC1=NC(=C(C(=N1)Cl)CC=O)Cl 2-(2,4,6-trichloropyrimidin-5-yl)acetaldehyde